pentaerythritol tetrakis(thio glycolate) C(CS)(=O)OCC(COC(CS)=O)(COC(CS)=O)COC(CS)=O